C(#N)C1=C(C=CC=C1)C1=NC(=NO1)[C@@H]1CC12CCN(CC2)S(=O)(=O)N (1R)-1-[5-(2-cyanophenyl)-1,2,4-oxadiazol-3-yl]-6-azaspiro[2.5]octane-6-sulfonamide